NC1=C(C(=NN1C(C)C)C(=O)NC=1C(=NC=C(C1)NC(C(=C=O)C1=CC=C(C=C1)Cl)=O)F)C(=O)O 5-amino-N3-(5-(2-(4-chlorophenyl)-2-carbonylacetylamino)-2-fluoropyridin-3-yl)-1-isopropyl-1H-pyrazole-3,4-dicarboxylic acid amide